C(CC)NC(=O)N1C2CNC(C1)C2 N-propyl-2,5-diazabicyclo[2.2.1]heptane-2-carboxamide